COC=1C=C(N)C=C(C1)OC1CCOCC1 3-methoxy-5-((tetrahydro-2H-pyran-4-yl)oxy)aniline